Cl.CC1(CCNCCC1)O 4-methylazacycloheptane-4-ol hydrochloride